NC1=C(C2=C(S1)CCC21CN(C1)C1=NC(=NC(=C1C#N)Cl)SC)C#N 2-amino-1'-(6-chloro-5-cyano-2-methylsulfanyl-pyrimidin-4-yl)spiro[5,6-dihydrocyclopenta[b]thiophene-4,3'-azetidine]-3-carbonitrile